FC1=C(C=CC(=C1)F)C1=NC(=NC2=NC(=C(N=C12)C)C)[C@@H]1C[C@@H](OCC1)C=1C(=NC=CC1)OC 4-(2,4-difluorophenyl)-2-((2R,4S)-2-(2-methoxypyridin-3-yl)tetrahydro-2H-pyran-4-yl)-6,7-dimethylpteridine